C(#N)C1=CC(=C(C=C1)COC1=CC=CC(=N1)C1=CC(=C(C(=C1)F)CC(=O)O)F)F 2-[4-[6-[(4-cyano-2-fluoro-phenyl)methoxy]-2-pyridinyl]-2,6-difluoro-phenyl]acetic acid